Ethylimino-[2-[3-ethylsulfonyl-5-(2-pyridyloxy)-2-pyridyl]-1,3-benzoxazol-5-yl]oxo(trifluoromethyl)-λ6-sulfan C(C)N=S(C(F)(F)F)(=O)C=1C=CC2=C(N=C(O2)C2=NC=C(C=C2S(=O)(=O)CC)OC2=NC=CC=C2)C1